ethyl-1,6-hexanediol C(C)C(CCCCCO)O